N-(2-fluorophenyl)-2-oxo-4-[3-(trifluoromethyl)phenyl]pyrrolidine-3-carboxamide FC1=C(C=CC=C1)NC(=O)C1C(NCC1C1=CC(=CC=C1)C(F)(F)F)=O